C(C)(C)(C)N(C(O)=O)CCC(CCO[Si](C)(C)C(C)(C)C)(C)C.CN1C=NC2=C1C(=C(C=C2C2=CC=C(C=C2)OC(F)(F)F)CNC(C=C)=O)C=2C=NNC2 N-[[3-methyl-4-(1H-pyrazol-4-yl)-7-[4-(trifluoromethoxy)phenyl]benzimidazol-5-yl]methyl]prop-2-enamide tert-butyl-(5-{[tert-butyl(dimethyl)silyl]oxy}-3,3-dimethylpentyl)carbamate